ClC1=CC=C(C=C1)C1=NC(=NO1)C12CC(C1)(C2)NC(=O)C2=NC(=NS2)C2(CC2)S(=O)(=O)C N-[3-[5-(4-chlorophenyl)-1,2,4-oxadiazol-3-yl]-1-bicyclo[1.1.1]pentanyl]-3-(1-methylsulfonylcyclopropyl)-1,2,4-thiadiazole-5-carboxamide